5,7,7,12,14,14-hexamethyl-1,4,8,11-tetraazacyclotetradec-4,11-diene CC1=NCCNC(CC(=NCCNC(C1)(C)C)C)(C)C